(3-((3-(trifluoromethyl)phenoxy)methyl)cyclobutyl)acrylamide FC(C=1C=C(OCC2CC(C2)C(C(=O)N)=C)C=CC1)(F)F